dimethylmethoxychromanol methyl-2-[8-(2-chlorophenyl)-7-(4-chlorophenyl)-2,6-dioxo-3H-purin-1-yl]acetate CC(C(=O)OC1(OC2=CC=CC=C2CC1(C)C)OC)N1C(NC=2N=C(N(C2C1=O)C1=CC=C(C=C1)Cl)C1=C(C=CC=C1)Cl)=O